N1C(=NC2=C1C=CC=C2)[C@@H]2[C@H](C2)C(=O)N2[C@@H](CCC2)C(=O)NC2=CC=C(C=C2)C(F)(F)F (S)-1-((1S,2S)-2-(1H-benzo[d]imidazol-2-yl)cyclopropane-1-carbonyl)-N-(4-(trifluoromethyl)phenyl)pyrrolidine-2-carboxamide